CC1(C(=C(C(=C1C)C)C)C)[Pt](C)(C)C (1,2,3,4,5-pentamethylcyclopentadienyl)trimethyl-platinum